CC1=NC2=CC=CC=C2C(=N1)O 2-methyl-quinazolin-4-ol